4-(2-Azidopropan-2-yl)-6-chloro-1-((1,1,1-trifluoro-4-(methylsulfonyl)butan-2-yl)oxy)-2,7-naphthyridine N(=[N+]=[N-])C(C)(C)C1=CN=C(C2=CN=C(C=C12)Cl)OC(C(F)(F)F)CCS(=O)(=O)C